C12OCC(N(C1)CCN1C(C(=C(C3=CC=CN=C13)O)C(=O)NC1CCC(CC1)(F)F)=O)C2 1-(2-(2-oxa-5-azabicyclo[2.2.1]heptan-5-yl)ethyl)-N-(4,4-difluorocyclohexyl)-4-hydroxy-2-oxo-1,2-dihydro-1,8-naphthyridine-3-carboxamide